di-n-octyltin dimethylmercaptoacetate CS(C)CC(=O)[O-].C(CCCCCCC)[Sn+2]CCCCCCCC.CS(C)CC(=O)[O-]